2-(6-amino-5-(8-(6-chloropyrimidin-4-yl)-3,8-diazabicyclo[3.2.1]octan-3-yl)pyridazin-3-yl)phenol NC1=C(C=C(N=N1)C1=C(C=CC=C1)O)N1CC2CCC(C1)N2C2=NC=NC(=C2)Cl